FC1CC2(C1)C[C@H](N(CC2)CC2=C1C=CNC1=C(C=C2OC)C)C2=CC=C(C(=O)O)C=C2 4-((2R,4s,6S)-2-fluoro-7-((5-methoxy-7-methyl-indol-4-yl)methyl)-7-azaspiro[3.5]nonan-6-yl)benzoic acid